3-({[(2E)-3-(methoxycarbonyl)prop-2-enoyloxy]methyl}oxycarbonyl)(3S)-3-(2-aminoacetylamino)propanoic acid, 2,2,2-trifluoroacetic acid salt FC(C(=O)O)(F)F.COC(=O)/C=C/C(=O)OCOC(=O)[C@H](CC(=O)O)NC(CN)=O